C[Si](OC1=C(CCC1)C)(C)C trimethyl-((2-methylcyclopent-1-en-1-yl)oxy)silane